(3R)-3-amino-8-fluoro-7-(6-isopropyl-3-pyridyl)-5-[[4-(4-methoxyphenyl)phenyl]meth-yl]-1,1-dioxo-2,3-dihydro-1λ6,5-benzothiazepin-4-one N[C@H]1CS(C2=C(N(C1=O)CC1=CC=C(C=C1)C1=CC=C(C=C1)OC)C=C(C(=C2)F)C=2C=NC(=CC2)C(C)C)(=O)=O